NC1=NC(=CC(=N1)N1CCC2(C[C@H](NC2)C(=O)O)CC1)O[C@@H](C(F)(F)F)C1=CC=C(C=C1)C1=CC=C(C=C1)C(=O)N1CCCC1 (S)-8-(2-amino-6-((R)-2,2,2-trifluoro-1-(4'-(pyrrolidine-1-carbonyl)-[1,1'-biphenyl]-4-yl)ethoxy)pyrimidin-4-yl)-2,8-diazaspiro[4.5]decane-3-carboxylic acid